CC(C(C)=O)=CC=C(CCCC(CCCC(C)C)C)C 3,6,10,14-tetramethylpentadecane-3,5-dien-2-one